(R)-N-((R*)-1-(7-bromo-5-methylpyrazolo[1,5-a]pyridin-2-yl)ethyl)-2-methylpropane-2-sulfinamide BrC1=CC(=CC=2N1N=C(C2)[C@@H](C)N[S@](=O)C(C)(C)C)C |o1:10|